N[C@H]1CC[C@H](N(C1)C(=O)OCC1=CC=CC=C1)C benzyl (2R,5S)-5-amino-2-methylpiperidine-1-carboxylate